3-TERT-BUTYL-5-CHLORO-1-CYCLOHEXYL-1H-PYRAZOLE-4-CARBALDEHYDE C(C)(C)(C)C1=NN(C(=C1C=O)Cl)C1CCCCC1